C(#N)C=1C=C(C=C(C1)F)[C@H]1N(OCC1)C(=O)[C@@H]1CC[C@H](CC1)CN1N=CC2=CC(=CC=C12)C(=O)N trans-1-((4-((S)-3-(3-cyano-5-fluorophenyl)isoxazolidine-2-carbonyl)cyclohexyl)methyl)-1H-indazole-5-carboxamide